5-[4-(2-morpholinoethyl)piperazin-1-yl]-2-[4-(trifluoromethoxy)phenyl]pyrazole-3-carboxamide O1CCN(CC1)CCN1CCN(CC1)C=1C=C(N(N1)C1=CC=C(C=C1)OC(F)(F)F)C(=O)N